C(C)(C)(C)OC(CN1N=C(C(=C1)I)C1=CC=C(C(=O)OC)C=C1)=O methyl 4-{1-[2-(tert-butoxy)-2-oxoethyl]-4-iodo-1H-pyrazol-3-yl}benzoate